N1C=CC=2C1=NC=C(C2)C=2C=C(C=CC2)C=CC(=O)NC2=CC(=C(C=C2)OCCO)C(F)(F)F 3-(3-(1H-pyrrolo[2,3-b]pyridin-5-yl)phenyl)-N-(4-(2-hydroxyethoxy)-3-(trifluoromethyl)phenyl)acrylamide